difluoro-4,4'-dihydroxy-biphenyl FC=1C(=C(C=CC1O)C1=CC=C(C=C1)O)F